1-(2-((6-azidohexyl)oxy)phenyl)ethan-1-one N(=[N+]=[N-])CCCCCCOC1=C(C=CC=C1)C(C)=O